NCC(O)C1=C(C=CC=C1)F 2-amino-1-(2-fluorophenyl)ethanol